1-bromo-3-fluoro-5-nitro-2-(trifluoromethoxy)benzene BrC1=C(C(=CC(=C1)[N+](=O)[O-])F)OC(F)(F)F